1-(2,4,5-trimethoxyphenyl)ethanol COC1=C(C=C(C(=C1)OC)OC)C(C)O